C1(CC1)OCCNCC1=CC(=C2CN(C(C2=C1)=O)C1=NC(=CC(=C1)C1=C(C=C(C#N)C=C1)C1=NN=CN1C)NCC)C(F)(F)F 4-[2-(6-{[(2-cyclopropoxyethyl)amino]methyl}-1-oxo-4-(trifluoromethyl)-3H-isoindol-2-yl)-6-(ethylamino)pyridin-4-yl]-3-(4-methyl-1,2,4-triazol-3-yl)benzonitrile